O=C1NC(CCCC1N1C(CN(CC1)C(=O)OC(C)(C)C)=O)=O tert-Butyl 4-(2,7-dioxoazepan-3-yl)-3-oxopiperazine-1-carboxylate